4-acetyl-2H-2,7-naphthyridin-1-one hydrochloride salt Cl.C(C)(=O)C1=CNC(C2=CN=CC=C12)=O